Z-aminocaproic acid NC(C(=O)O)CCCC